(E)-2-phenyl-3-(2-(2-phenyl-1,3-dithian-2-yl)vinyl)-1H-indole C1(=CC=CC=C1)C=1NC2=CC=CC=C2C1\C=C\C1(SCCCS1)C1=CC=CC=C1